[Cl-].C(CCCCCCCCCCC)OC(CCCCC[NH+](C)C)=O 6-(dodecyloxy)-N,N-dimethyl-6-oxohexan-1-aminium chloride